tert-butyl (2S)-4-(7-(3-benzyloxy-1-naphthyl)-2-methylsulfanyl-6,8-dihydro-5H-pyrido[3,4-d]pyrimidin-4-yl)-2-(cyanomethyl)piperazine-1-carboxylate C(C1=CC=CC=C1)OC=1C=C(C2=CC=CC=C2C1)N1CC=2N=C(N=C(C2CC1)N1C[C@@H](N(CC1)C(=O)OC(C)(C)C)CC#N)SC